(2-amino-4,5-dimethylthiophen-3-yl)(3-methoxyphenyl)methanone NC=1SC(=C(C1C(=O)C1=CC(=CC=C1)OC)C)C